9-(5-Benzyloxypyrimidin-2-yl)-2-methyl-2,9-diazaspiro[5.5]undecan-1-one C(C1=CC=CC=C1)OC=1C=NC(=NC1)N1CCC2(CCCN(C2=O)C)CC1